N-{(2S,3R)-4,4-difluoro-1-(2-methylpropanoyl)-2-[(2,3',5'-trifluoro[1,1'-biphenyl]-3-yl)methyl]pyrrolidin-3-yl}methanesulfonamide FC1([C@@H]([C@@H](N(C1)C(C(C)C)=O)CC=1C(=C(C=CC1)C1=CC(=CC(=C1)F)F)F)NS(=O)(=O)C)F